ONC(CCCN(CCNC(=O)C1=CC=C(C=C1)C1=CC=CC=C1)C)=O N-(2-((4-(Hydroxyamino)-4-oxobutyl)(methyl)amino)ethyl)-[1,1'-biphenyl]-4-carboxamide